[Si](C)(C)(C(C)(C)C)OCCCN1C(C2(CC2)[C@@H](C1)C1=C(C(=CC=C1OCOCC[Si](C)(C)C)Cl)Cl)=O |r| rac-5-(3-((tert-butyldimethylsilyl)oxy)propyl)-7-(2,3-dichloro-6-((2-(trimethylsilyl)ethoxy)methoxy)phenyl)-5-azaspiro[2.4]heptane-4-one